N1=CC=C(C=C1)C=1C(=C(C(=C(C1N1C2=C(C=3C=CC=CC13)N=CC=C2)N2C1=C(C=3C=CC=CC23)N=CC=C1)C1=CC=NC=C1)N1C2=C(C=3C=CC=CC13)N=CC=C2)N2C1=C(C=3C=CC=CC23)N=CC=C1 5,5',5'',5'''-(3,6-di(pyridin-4-yl)benzene-1,2,4,5-tetrayl)tetrakis(5H-pyrido[3,2-b]indole)